(E)-3-(4-(6-(((1R,5S,7r)-1,5-dimethyl-3-oxa-9-azabicyclo[3.3.1]nonan-7-yl)(methyl)amino)pyridazin-3-yl)-3-hydroxyphenyl)-N-methylacrylamide C[C@]12COC[C@](CC(C1)N(C1=CC=C(N=N1)C1=C(C=C(C=C1)/C=C/C(=O)NC)O)C)(N2)C